2-tetradecylhexadecanoic acid C(CCCCCCCCCCCCC)C(C(=O)O)CCCCCCCCCCCCCC